N2-(2-Methoxy-4-(4-methylpiperazin-1-yl)phenyl)-N4-(pyrimidin-4-yl)pyridine-2,4-diamine COC1=C(C=CC(=C1)N1CCN(CC1)C)NC1=NC=CC(=C1)NC1=NC=NC=C1